C12(CC(C1)C2)NC(=O)C2(CCC2)C2=CC=C(C=C2)NC(C2=CC(=CC=C2)Cl)=O N-(4-{1-[(bicyclo[1.1.1]pentan-1-yl)carbamoyl]cyclobutyl}phenyl)-3-chlorobenzamide